C(C)S(=O)(=O)O.FC=1C=CC(=NC1)NC(C)=O N-(5-fluoropyridin-2-yl)acetamide ethanesulfonate salt